6'-CHLORO-3',4,4',5-TETRAHYDRO-2H,2'H-SPIRO[BENZO[B][1,4]OXAZEPINE-3,1'-NAPHTHALENE]-7-CARBOXYLATE ClC=1C=C2CCCC3(C2=CC1)CNC1=C(OC3)C=CC(=C1)C(=O)[O-]